1-[2-(5-fluoro-1H-indol-3-yl)ethyl]-3-methyl-pyrrolidin-3-ol fumarate salt C(\C=C\C(=O)O)(=O)O.FC=1C=C2C(=CNC2=CC1)CCN1CC(CC1)(O)C